Bis(2,3-dimercaptopropyl) thiodipropionate S(CCC(=O)OCC(CS)S)CCC(=O)OCC(CS)S